C1=CC=CC=2C3=CC=CC=C3C(C12)COC(=O)N[C@H](C(=O)O)CC1=CC=C(C2=CC=CC=C12)Cl (S)-2-((((9H-fluoren-9-yl)methoxy)carbonyl)amino)-3-(4-chloronaphthalen-1-yl)propanoic acid